3-(3-(difluoromethoxy)phenyl)-N-((2S,3R)-3-hydroxybutan-2-yl)-1-isopropyl-1H-pyrazolo[4,3-b]pyridine-6-carboxamide FC(OC=1C=C(C=CC1)C1=NN(C=2C1=NC=C(C2)C(=O)N[C@@H](C)[C@@H](C)O)C(C)C)F